8-(2,2-difluorospiro[3.5]non-6-en-7-yl)-N-(1-hydroxy-3-methoxypropan-2-yl)quinoline-3-carboxamide FC1(CC2(C1)CC=C(CC2)C=2C=CC=C1C=C(C=NC21)C(=O)NC(CO)COC)F